2-(Methylthio)-8-(3-nitrophenyl)-5-((triisopropylsilyl)ethynyl)pyrido[2,3-d]pyrimidin-7(8H)-one CSC=1N=CC2=C(N1)N(C(C=C2C#C[Si](C(C)C)(C(C)C)C(C)C)=O)C2=CC(=CC=C2)[N+](=O)[O-]